C(#N)C1=C(SC2=C1C(=NC=C2F)C=2C1=C(C=3C=NC(=NC3C2F)N2C[C@@H](CC2)N2CCN(CC2)C2COC2)COC1)NC(OC(C)(C)C)=O tert-Butyl (3-cyano-7-fluoro-4-(5-fluoro-3-((R)-3-(4-(oxetan-3-yl)piperazin-1-yl)pyrrolidin-1-yl)-7,9-dihydrofuro[3,4-f]quinazolin-6-yl)thieno[3,2-c]pyridin-2-yl)carbamate